(E)-1-methyl-N-(1-methyl-5-(4-methylpiperazine-1-carbonyl)-1H-pyrrol-3-yl)-4-(4-(2-(quinolin-3-yl)vinyl)benzamido)-1H-pyrrole-2-carboxamide CN1C(=CC(=C1)NC(C1=CC=C(C=C1)\C=C\C=1C=NC2=CC=CC=C2C1)=O)C(=O)NC1=CN(C(=C1)C(=O)N1CCN(CC1)C)C